C(C)(C)(C)C1=CC=C(C=C1)C(C(=O)NC=1C=CC2=C(S(C=C2)(=O)=O)C1)=C 2-(4-(tert-butyl)phenyl)-N-(1,1-dioxidobenzo[b]thiophen-6-yl)acrylamide